(E)-4-((4-aminobut-2-en-1-yl)amino)-3-methoxy-5-nitrobenzamide-HCl Cl.NC/C=C/CNC1=C(C=C(C(=O)N)C=C1[N+](=O)[O-])OC